NC1=CC(=C(OC=2C=C(C(NN2)=O)C(C([2H])([2H])[2H])C([2H])([2H])[2H])C(=C1)Cl)Br 6-(4-amino-2-bromo-6-chlorophenoxy)-4-bis(trideuteriomethyl)methylpyridazin-3(2H)-one